BrC=1C=C(C=CC1)C1=CC(=C(N1COCC[Si](C)(C)C)OC1=CC=CC=C1)C(=O)O 5-(3-bromophenyl)-2-phenoxy-1-((2-(trimethylsilyl)ethoxy)methyl)-1H-pyrrole-3-carboxylic acid